FC(CN1C(=CC2=CC(=CC=C12)CNC1CCN(CC1)C(CN(C)C)=O)C#CCNC=1C=CC(=NC1)C(C#N)(C)C)F 2-[5-({3-[1-(2,2-difluoroethyl)-5-[({1-[2-(dimethylamino)acetyl]piperidin-4-yl}amino)methyl]-1H-indol-2-yl]prop-2-yn-1-yl}amino)pyridin-2-yl]-2-methylpropanenitrile